NC1=C(C2=C(S1)C=CC(=C2C=2C1=C(C=3C=NC(=NC3C2F)N2C[C@@H](CC2)CN(C)C)COC1)F)C#N 2-Amino-4-(3-((S)-3-((dimethylamino)methyl)pyrrolidin-1-yl)-5-fluoro-7,9-dihydrofuro[3,4-f]quinazolin-6-yl)-5-fluorobenzo[b]thiophene-3-carbonitrile